CC(C(=O)OCOP(=O)(CCC1CCN(CC1)C1=NC=NC2=CC(=C(C=C12)OC)OC)OCOC(C(C)C)=O)C (((2-(1-(6,7-dimethoxyquinazolin-4-yl)piperidin-4-yl)ethyl)phosphoryl)bis(oxy))bis(methylene) bis(2-methylpropanoate)